C(C=C)(=O)OCCCCC[Si](C)(C)F acryloxypentylfluorodimethylsilane